2-(3,4-epoxycyclohexylethyl)tetramethylcyclotetrasiloxane C1(CC2C(CC1)O2)CC[SiH]2O[Si](O[SiH2]O[Si](O2)(C)C)(C)C